C(C1=CC=CC=C1)OC(=O)N1CC(CC1)OC(CCNC=1N=[N+](C2=C(N1)C=CC(=C2)OC(F)(F)F)[O-])=O 3-((3-((1-(Benzyloxycarbonyl)pyrrolidin-3-yl)oxy)-3-oxopropyl)amino)-7-trifluoromethoxy-benzo[e][1,2,4]triazine-1-oxide